2-(3-fluorophenyl)-2-(6-(4-(1-methylpiperidin-4-yl)phenyl)-1-oxo-1,3-dihydro-2H-pyrrolo-[3,4-c]pyridin-2-yl)-N-(thiazol-2-yl)acetamide FC=1C=C(C=CC1)C(C(=O)NC=1SC=CN1)N1CC=2C=NC(=CC2C1=O)C1=CC=C(C=C1)C1CCN(CC1)C